5-((3,5-difluoropyridin-2-yl)(morpholino)methyl)-2-methylbenzo[d]thiazol-4-ol FC=1C(=NC=C(C1)F)C(C1=CC=C2C(N=C(S2)C)=C1O)N1CCOCC1